CC1=CC(=NN1)NC1=NC(=NC2=CC=CC=C12)C1=CC=CC=C1 N-(5-methyl-1H-pyrazol-3-yl)-2-phenylquinazolin-4-amine